2-(2-fluoro-5-methylphenyl)acetic acid FC1=C(C=C(C=C1)C)CC(=O)O